1-ethyl-2-benzyl-pyrazole chloride salt [Cl-].C(C)N1N(CC=C1)CC1=CC=CC=C1